3-(5-(4-(6-aminopyridin-3-yl)piperazin-1-yl)-3-methyl-2-oxo-2,3-dihydro-1H-benzo[d]imidazol-1-yl)piperidine-2,6-dione NC1=CC=C(C=N1)N1CCN(CC1)C1=CC2=C(N(C(N2C)=O)C2C(NC(CC2)=O)=O)C=C1